1-(2-hydroxy-2-methylpropyl)-5-oxopyrrolidine-2-carboxamide OC(CN1C(CCC1=O)C(=O)N)(C)C